O=C(C=O)C1=CC(=C(C(=C1)OC)OC)OC 2-oxo-2-(3,4,5-trimethoxyphenyl)acetaldehyde